(E)-4-bromo-3-(cyclopropylmethyl)-2-(2-nitroprop-1-en-1-yl)benzo[b]thiophene BrC1=CC=CC=2SC(=C(C21)CC2CC2)\C=C(/C)\[N+](=O)[O-]